CC1=CC=2N(C=C1)C=C(N2)C=2SC=CC2 7-methyl-2-(thiophen-2-yl)imidazo[1,2-a]pyridine